C(CCC(=O)OCCOC(C(=C)C)=O)(=O)O.CC=1C(=C(C=CC1)C(C(N)C1=C(C(=CC=C1)C)C)N)C 1,2-bis(dimethylphenyl) ethylenediamine hydrogen β-methacryloyloxyethyl succinate